C(C(C)C)C1=CC=C(C=C1)C(C(=O)N)C 2-(4-isobutylphenyl)propanamide